(9Z,12Z)-N-[5-(3-imidazol-1-ylpropylamino)-4-[[(9Z,12Z)-octadeca-9,12-dienoyl]amino]-5-oxo-pentyl]octadeca-9,12-dienamide N1(C=NC=C1)CCCNC(C(CCCNC(CCCCCCC\C=C/C\C=C/CCCCC)=O)NC(CCCCCCC\C=C/C\C=C/CCCCC)=O)=O